NC=1C2=C(N=CN1)N(C(=C2C2=CC(=C(C=C2)OC2=NC=CC(=N2)C)F)C2=CCC(CC2)NC(C=C)=O)C N-(4-(4-amino-5-(3-fluoro-4-((4-methylpyrimidin-2-yl)oxy)phenyl)-7-methyl-7H-pyrrolo[2,3-d]pyrimidin-6-yl)cyclohex-3-en-1-yl)acrylamide